BrC1=C(C=C(C=C1)C(C(=O)N)C1=C(C=CC=C1)Cl)S(N=CN(C)C)(=O)=O (4-bromo-3-{[(dimethylamino)methylene]-sulfamoyl}phenyl)-2-(2-chlorophenyl)acetamide